CN(CCCCC=C(CCCCCCCCC=CCC=CCCCCC)CCCCCCCC\C=C/C\C=C/CCCCC)C N,N-dimethyl-6-((9Z,12Z)-octadeca-9,12-dien-1-yl)tetracos-5,15,18-trien-1-amine